N-(5,6-dimethoxybenzothiazol-2-yl)-2-(4-cyanophenoxy)-2-{2-[(4-methoxyphenyl)sulfonyl]phenyl}acetamide COC=1C(=CC2=C(N=C(S2)NC(C(C2=C(C=CC=C2)S(=O)(=O)C2=CC=C(C=C2)OC)OC2=CC=C(C=C2)C#N)=O)C1)OC